FC(CN(C=1C=C(C=C(C1)F)CC(C#C)(O)C)C1=NC=2N(C3=CC=CC(=C13)F)C(=NN2)C)F (3-((2,2-difluoroethyl)(6-fluoro-1-methyl-[1,2,4]triazolo[4,3-a]quinazolin-5-yl)amino)-5-fluorophenyl)-2-methylbutan-3-yn-2-ol